tert-Butyl (2S)-2-((4-(6-(3-oxa-8-azabicyclo[3.2.1]octan-8-yl)pyridin-2-yl)thiazol-2-yl)carbamoyl)azetidine-1-carboxylate C12COCC(CC1)N2C2=CC=CC(=N2)C=2N=C(SC2)NC(=O)[C@H]2N(CC2)C(=O)OC(C)(C)C